ClC=1C=C(C=C(C1)Cl)C=1C=CC=C2C(=C(C=NC12)NC(=O)[C@@H]1CCOC2=CC=CC=C12)N1CCOCC1 (4R)-N-[8-(3,5-dichlorophenyl)-4-morpholino-3-quinolyl]chromane-4-carboxamide